N[C@H]1C(NC(CC1)=O)=O (3R)-3-aminopiperidine-2,6-dione